1-(1-(5-cyclopropyloxy-2-(1-methyl-1H-pyrazol-4-yl)-4-nitrophenyl)piperidin-4-yl)piperazine C1(CC1)OC=1C(=CC(=C(C1)N1CCC(CC1)N1CCNCC1)C=1C=NN(C1)C)[N+](=O)[O-]